N-ethyl-N'-(5-fluoro-4-(3-(2-fluorophenoxy)oxetan-3-yl)-2-methylphenyl)-N-methylformimidamide C(C)N(C=NC1=C(C=C(C(=C1)F)C1(COC1)OC1=C(C=CC=C1)F)C)C